Cl.COC=1C(=CC=2C(=C3C(=NC2C1)CCC3)NC3CCN(CC3)C3=C(C=CC=C3)F)OC N-{6,7-dimethoxy-1H,2H,3H-cyclopenta[b]quinolin-9-yl}-1-(2-fluorophenyl)piperidin-4-amine hydrochloride